C(C)(C)(C)OC(=O)N1C(CC(C1)OC)(C)C 4-methoxy-2,2-dimethylpyrrolidine-1-carboxylic acid tert-butyl ester